(R)-4-methoxy-pivaloylphenylalanine COC1=CC=C(C[C@@H](NC(C(C)(C)C)=O)C(=O)O)C=C1